Br.[N+](=O)([O-])C1=CC=C(C=C1)CCN 2-(4-nitrophenyl)ethylamine hydrobromide